4-fluoro-2-isopropyl-6-(5-methoxy-pyridin-3-yl)aniline FC1=CC(=C(N)C(=C1)C=1C=NC=C(C1)OC)C(C)C